C1(CC1)C(C(=O)O)NC1=C(C(=CC=C1)SC)[N+](=O)[O-] 2-cyclopropyl-2-((3-(methylthio)-2-nitrophenyl)amino)acetic acid